6-(2,7-Dimethyl-2H-indazol-5-yl)-N-methyl-N-(piperidin-4-yl)[1,3]thiazolo[4,5-b]pyridin-2-amin CN1N=C2C(=CC(=CC2=C1)C=1C=C2C(=NC1)N=C(S2)N(C2CCNCC2)C)C